NCC1=NNC(C2=CC=C(C=C12)C=1C=C(C=NC1)OC1=C(C#N)C=CC=C1)=O 2-((5-(4-(aminomethyl)-1-oxo-1,2-dihydrophthalazin-6-yl)pyridin-3-yl)oxy)benzonitrile